NC1=NC=CC=2N1C(=C(N2)C2=CC=C(C=C2)NC(C=C)=O)C2=CC=C(C=C2)OC2=NC=CC=N2 N-(4-(5-amino-3-(4-(pyrimidin-2-yloxy)phenyl)imidazo-[1,2-c]pyrimidin-2-yl)phenyl)acrylamide